BrC=1C(=C(C=CC1)C1=NC(=CC=2CCN(CC12)C(C)C)C(=O)N)Cl (3-bromo-2-chlorophenyl)-7-isopropyl-5,6,7,8-tetrahydro-2,7-naphthyridine-3-carboxamide